[Si](C1=CC=CC=C1)(C1=CC=CC=C1)(C(C)(C)C)OCCCCOC1=C(/C=C/C2=CC=C(S2)C=O)C=CC(=C1)N(C)CCO[Si](C1=CC=CC=C1)(C1=CC=CC=C1)C(C)(C)C (E)-5-[2-[4-[(tert-butyldiphenylsilyl)oxy]butoxy]-4-[[2-[(tert-butyldiphenylsilyl)oxy]ethyl](methyl)amino]styryl]thiophene-2-carbaldehyde